((amino)phosphoryl)-L-alaninate NP(=O)=N[C@@H](C)C(=O)[O-]